C(C)(=O)NCCN1C[C@H](CCC1)C1CCN(CC1)C(=O)OC(C)(C)C tert-butyl (R)-1-(2-acetamidoethyl)-[3,4'-bipiperidine]-1'-carboxylate